(2R,3S,4R,5R,6R)-N-benzyl-4,5-bis(benzyloxy)-6-((benzyloxy)methyl)-2-methoxytetrahydro-2H-pyran-3-amine C(C1=CC=CC=C1)N[C@@H]1[C@@H](O[C@@H]([C@@H]([C@@H]1OCC1=CC=CC=C1)OCC1=CC=CC=C1)COCC1=CC=CC=C1)OC